CN(C1=NC=C(C=N1)C1=CC=C(C=C1)NC(=O)C1C(C1)C1=NC=CC=C1)C N-(4-(2-(dimethylamino)pyrimidin-5-yl)phenyl)-2-(pyridin-2-yl)cyclopropane-1-carboxamide